3-chloro-N-(4-fluorophenyl)propionamide ClCCC(=O)NC1=CC=C(C=C1)F